5-(2-chloro-5-(isobutyrylaminomethyl)benzoylamino)-N-(4-fluorophenyl)-1-(2,2,2-trifluoroethyl)-1H-indole-2-carboxamide ClC1=C(C(=O)NC=2C=C3C=C(N(C3=CC2)CC(F)(F)F)C(=O)NC2=CC=C(C=C2)F)C=C(C=C1)CNC(C(C)C)=O